COC(=O)N1C(CC2=CC(=CC(=C12)I)F)(C)C 5-fluoro-7-iodo-2,2-dimethyl-2,3-dihydro-indole-1-carboxylic acid methyl ester